CN(CCOCC(=O)N(CCC)CCC)C 2-[2-(dimethylamino)ethoxy]-N,N-dipropyl-acetamide